C1(CCCC1)N1[C@@H](C(N(C=2C=NC(=NC12)NC1=C(C=C(C(=O)O)C=C1)OC)C)=O)CC 4-[[(7R)-8-cyclopentyl-7-ethyl-5-methyl-6-oxo-7H-pteridin-2-yl]amino]-3-methoxybenzoic acid